BrC1=CC=C2C=CN(C2=C1)C1CCCCC1 6-bromo-1-cyclohexyl-1H-indole